(R)-ethyl 5-([1,1'-biphenyl]-4-yl)-2-methyl-4-oxopentanoate C1(=CC=C(C=C1)CC(C[C@H](C(=O)OCC)C)=O)C1=CC=CC=C1